tert-butyl (2-(2-((2-(2-chloro-4-((3-(1-(cyanomethyl)-3-(trifluoromethyl)-1H-pyrazol-4-yl)imidazo[1,2-a]pyrazin-8-yl)amino)benzamido)ethyl)amino)acetamido)ethyl)carbamate ClC1=C(C(=O)NCCNCC(=O)NCCNC(OC(C)(C)C)=O)C=CC(=C1)NC=1C=2N(C=CN1)C(=CN2)C=2C(=NN(C2)CC#N)C(F)(F)F